4-fluoro-pyridin-2-amine FC1=CC(=NC=C1)N